C(C)(C)(C)OC(=O)N[C@H](C(=O)OC)COC([2H])([2H])[2H] methyl (2S)-2-[(tert-butoxycarbonyl)amino]-3-(2H3)methoxypropanoate